COC(=O)C1CCC(CC1)C(=O)O 4-methoxycarbonylcyclohexanecarboxylic acid